C(C)(C)(C)OC(CN1N=CC=C1C(=O)OCC)=O ethyl 1-(2-(tert-butoxy)-2-oxoethyl)-1H-pyrazole-5-carboxylate